2-methoxy-N-(4-methoxy-6-((5-(vinylsulfonyl)-5,6-dihydropyrrolo[3,4-c]pyrazol-2(4H)-yl)methyl)benzo[d]isoxazol-3-yl)benzenesulfonamide COC1=C(C=CC=C1)S(=O)(=O)NC1=NOC2=C1C(=CC(=C2)CN2N=C1C(=C2)CN(C1)S(=O)(=O)C=C)OC